9-ethyl-6-((2-methoxy-4-(4-(4-methylpiperazin-1-yl)piperidin-1-yl)phenyl)amino)-2,4-dimethyl-4,9-dihydro-10H-pyrimido[5,4-b]thiazolo[5,4-e][1,4]diazepin-10-one C(C)N1C2=C(N(C3=C(C1=O)N=C(S3)C)C)N=C(N=C2)NC2=C(C=C(C=C2)N2CCC(CC2)N2CCN(CC2)C)OC